FC1=C(C(=CC(=C1)C=1C=C2C=NC(=NC2=C(C1)C(C)C)N[C@@H]1CNC[C@H](C1)F)F)NS(=O)(=O)CC1=NN(C=C1)C N-(2,6-difluoro-4-(2-(((3S,5S)-5-fluoropiperidin-3-yl)amino)-8-isopropyl-quinazolin-6-yl)phenyl)-1-(1-methyl-1H-pyrazol-3-yl)methanesulfonamide